BrC1C(NC2=C(CC1)C=CC=C2)=O 3-bromo-2,3,4,5-tetrahydro-1H-[1]-benzoazepine-2-one